tert-butyl (S)-(1-cyclohexyl-2-morpholinoethyl)carbamate C1(CCCCC1)[C@@H](CN1CCOCC1)NC(OC(C)(C)C)=O